O=C1N(CC=2C=CC3=C(C12)CC1(CO3)CCNCC1)C1C(NC(CC1)=O)=O 3-(1'-oxo-1',9'-dihydro-7'H-spiro[piperidin-4,8'-pyrano[3,2-e]isoindol]-2'(3'H)-yl)piperidin-2,6-dione